(Z)-N'-(2-methyl-2-(methyl-d3)propionyl-3,3,3-d3)-3-(3-(3-(pentafluorosulfanyl)-5-(trifluoromethyl)phenyl)-1H-1,2,4-triazol-1-yl)acrylhydrazide CC(C(=O)NNC(\C=C/N1N=C(N=C1)C1=CC(=CC(=C1)C(F)(F)F)S(F)(F)(F)(F)F)=O)(C([2H])([2H])[2H])C([2H])([2H])[2H]